C(C)(C)N(C=CCCC)C(C)C N,N-diisopropyl-N-(pentenyl)amine